(7S)-2,4,4'-trichloro-6-methyl-spiro[5,8-dihydropyrido[4,3-d]pyrimidine-7,1'-indane] ClC=1N=C(C2=C(N1)C[C@]1(CCC3=C(C=CC=C13)Cl)N(C2)C)Cl